BrC=1C=C(C=C(C1)Cl)NC(NC1=C(C(=O)NCCCO)C=CC(=C1)F)=O 2-[3-(3-bromo-5-chlorophenyl)ureido]-4-fluoro-N-(3-hydroxy-propyl)benzamide